NC1=NC=C(C2=C1C(=NN2[C@@H]2CN(CC2)C(C=C)=O)C#CC2=C(C(=CC(=C2F)OC)OC)F)C=2SC=CN2 (S)-1-(3-(4-amino-3-((2,6-difluoro-3,5-dimethoxyphenyl)ethynyl)-7-(thiazol-2-yl)-1H-pyrazolo[4,3-c]pyridin-1-yl)pyrrolidin-1-yl)prop-2-en-1-one